CS(=O)(=O)OCC1CC(C1)(F)F (3,3-difluorocyclobutyl)methyl methanesulfonate